C(#N)NC1=NC=CC(=C1)NC(=O)[C@@H]1S[C@](C[C@H]1C1=C(C(=C(C=C1)F)F)OC)(C(F)(F)F)C (2R,3S,5R)-N-(2-cyanoaminopyridin-4-yl)-3-(3,4-difluoro-2-methoxyphenyl)-5-methyl-5-(trifluoromethyl)tetrahydrothiophene-2-carboxamide